docosanamidopropyl-dimethyl-amine C(CCCCCCCCCCCCCCCCCCCCC)(=O)NCCCN(C)C